2-chloro-3-[4-(1-methyl-5-imidazolyl)-1-piperidinyl]isonicotinic acid ClC=1C(=C(C(=O)O)C=CN1)N1CCC(CC1)C1=CN=CN1C